(2R,4R)-N-(4-(tert-butyl)phenyl)-1-cyano-N-(2-(cyclohexylamino)-2-oxo-1-(1H-1,2,3-triazol-4-yl)ethyl)-4-hydroxypyrrolidine-2-carboxamide C(C)(C)(C)C1=CC=C(C=C1)N(C(=O)[C@@H]1N(C[C@@H](C1)O)C#N)C(C(=O)NC1CCCCC1)C=1N=NNC1